2-(6-(((1S,4S,5S,6R)-6-fluoro-1-methyl-2-azabicyclo[2.2.2]octan-5-yl)(methyl)amino)pyridazin-3-yl)-5-(4-methyl-1H-imidazol-1-yl)phenol F[C@@H]1[C@H]([C@@H]2CN[C@]1(CC2)C)N(C2=CC=C(N=N2)C2=C(C=C(C=C2)N2C=NC(=C2)C)O)C